1-(5-hydroxy-2-iodophenyl)-ethanone OC=1C=CC(=C(C1)C(C)=O)I